C(C1=CC=CC=C1)OC(=O)N1C(CNCC1)C1=C(C(=C(C(=C1F)F)C[C@H]1N=C([C@@H](N=C1OC)C(C)C)OC)F)F (4-[[(2R,5S)-3,6-dimethoxy-5-(propan-2-yl)-2,5-dihydropyrazin-2-yl]methyl]-2,3,5,6-tetrafluorophenyl)piperazine-1-carboxylic acid benzyl ester